carbon aluminum titanium [Ti].[Al].[C]